C(C)(=O)C1=NN(C2=CC=C(C=C12)C=1C=NC(=NC1)N)CC(=O)N1[C@@H](C[C@H](C1)F)C(=O)NC1=C(C(=CC=C1)OC(F)(F)F)F (2S,4R)-1-(2-(3-Acetyl-5-(2-aminopyrimidin-5-yl)-1H-indazol-1-yl)acetyl)4-fluoro-N-(2-fluoro-3-(trifluoromethoxy)phenyl)pyrrolidine-2-carboxamide